BrC=1C=C(C=O)C=C(C1OCCOCCOCCCOC1OCCCC1)Br 3,5-Dibromo-4-(2-(2-(3-(tetrahydro-2H-pyran-2-yloxy)propoxy)ethoxy)ethoxy)benzaldehyde